CC1=C(NC(=C1)C)C=O 3,5-dimethylpyrrole-2-carboxaldehyde